FC1=C(C(=CC(=C1)C1OCC(CO1)CCC)F)C(OC1=CC(=C(C#N)C(=C1)F)F)(F)F 4-((2,6-difluoro-4-(5-propyl-1,3-dioxane-2-yl)phenyl)difluoromethoxy)-2,6-difluorobenzonitrile